chloropyrazolo[4,3-c]pyridine ClC1=NNC2=C1C=NC=C2